5-amino-2-aminomethyl-6-[4,6-diamino-2-(3,4-dihydroxy-5-hydroxymethyl-tetrahydrofuran-2-yloxy)-3-hydroxy-cyclohexyloxy]-tetrahydro-pyran-3,4-diol NC1C(C(C(OC1OC1C(C(C(CC1N)N)O)OC1OC(C(C1O)O)CO)CN)O)O